C(C)(C)NC1=CC=CC(=N1)S(=O)(=O)NC(=O)C=1C(=NC(=CC1)C)OC1=C(C=C(C=C1C)C)C N-[[6-(Isopropylamino)-2-pyridyl]sulfonyl]-6-methyl-2-(2,4,6-trimethylphenoxy)pyridin-3-carboxamid